C1CNCC12CCCC2 3-azaspiro[4.4]nonane